(3,4,5-trimethoxyphenyl)propan-1-ol COC=1C=C(C=C(C1OC)OC)C(CC)O